tert-butyl N-[2-(3-amino-5-chloro-phenyl)ethyl]carbamate NC=1C=C(C=C(C1)Cl)CCNC(OC(C)(C)C)=O